2-(cyclohexyl)isoindoline-1-imine C1(CCCCC1)N1C(C2=CC=CC=C2C1)=N